N[C@@H](CCC(=O)N[C@@H](CC(C)C)C(=O)O)C(=O)O N-L-γ-glutamyl-L-leucine